OC1=CC=C(CNS(=O)(=O)C2=CC=C(C=C2)NC(=O)NCC2=CC=NC=C2)C=C1 N-(4-hydroxybenzyl)-4-(3-(pyridin-4-ylmethyl)ureido)benzenesulfonamide